C1(CCC1)C1=C(C=C(C=C1)C(NC(=O)C1N(CC(C1)F)C(CN1N=NN=C1)=O)C1=CC=CC=C1)F N-[(4-cyclobutyl-3-fluorophenyl)(phenyl)methyl]-4-fluoro-1-[2-(1H-1,2,3,4-tetrazol-1-yl)acetyl]pyrrolidine-2-carboxamide